N-[3-(8-amino-9H-purin-2-yl)-2,4-difluorophenyl]-5-chloro-2-methoxypyridine-3-sulfonamide NC=1NC2=NC(=NC=C2N1)C=1C(=C(C=CC1F)NS(=O)(=O)C=1C(=NC=C(C1)Cl)OC)F